[5-[2-[5-(dimethylamino)-1-naphthylsulfonylamino]ethylcarbamoyl]-1,3-phenylene]bismaleimide CN(C1=C2C=CC=C(C2=CC=C1)S(=O)(=O)NCCNC(=O)C=1C=C(C=C(C1)C=1C(=O)NC(C1)=O)C=1C(=O)NC(C1)=O)C